C(C)OC(C)=O.OCCCCCC(CC(=O)OCC)=O ethyl 8-hydroxy-3-oxooctanoate Ethyl-acetate